C(#N)C1=CC=C(C=C1)NC=1C=C(CC2=NC(=C3NC(=NC3=N2)C2CCCC2)C(=O)N)C=C(C1)F (3-((4-cyanophenyl)amino)-5-fluorobenzyl)-8-cyclopentyl-7H-purine-6-carboxamide